ClC1=CC(=C(C=C1)C1=NC=C(C=N1)CCN)OC=1C=NN(C1)CC(C)C 2-[2-[4-chloro-2-[1-(2-methylpropyl)pyrazol-4-yl]oxyphenyl]pyrimidin-5-yl]ethanamine